ClC1=CC=CN2C=C(C=C12)C(=O)O 8-chloroindolizine-2-carboxylic acid